C1(CC1)CC1N(C(NC1)=O)C 4-(cyclopropylmethyl)-3-methylimidazolidin-2-one